Hydroxyethylbutyl-amine OCCNCCCC